6-[8-amino-6-(4-ethylpyridin-3-yl)-[2,7]Naphthyridin-3-ylamino]Pyridine NC=1N=C(C=C2C=C(N=CC12)NC1=CC=CC=N1)C=1C=NC=CC1CC